ClC1=NC(=CC(=C1)C=1C(=NC(=CC1)N)C1=CC=C(C=C1)F)C 2'-chloro-2-(4-fluorophenyl)-6'-methyl-[3,4'-bipyridyl]-6-amine